(1R,3S)-3-aminocyclohexyl-acenaphthylene-2-carboxylic acid N[C@@H]1C[C@@H](CCC1)C1=C(C2=CC=CC3=CC=CC1=C23)C(=O)O